FC(C(=O)O)(F)F.FC(C(=O)O)(F)F.C1(CC1)C1=CC(=NC2=NC=C(C=C12)N1CCNCC1)C1=CC2=CN(N=C2C(=C1O)C)C 5-(4-cyclopropyl-6-(piperazin-1-yl)-1,8-naphthyridin-2-yl)-2,7-dimethyl-2H-indazol-6-ol bis(2,2,2-trifluoroacetate)